N[C@@H]1CN(CC1)C=1C=CC=2N(C(C=C(N2)C2=CC(=C(C=C2)OC)F)=O)C1 7-[(3S)-3-aminopyrrolidin-1-yl]-2-(3-fluoro-4-methoxyphenyl)-4H-pyrido[1,2-a]pyrimidin-4-one